Methyl 5-bromo-4-(3-chlorophenyl)-8-hydroxy-1,6-naphthyridine-7-carboxylate BrC1=C2C(=CC=NC2=C(C(=N1)C(=O)OC)O)C1=CC(=CC=C1)Cl